C(C)OCCOC(C=CC1=CC=C(C=C1)OC)=O p-methoxycinnamic acid-2-ethoxyethyl ester